N-(4-((2-(1,1-difluoroethyl)-6-(1-(2-morpholinoethyl)-1H-pyrazol-4-yl)pyrimidin-4-yl)amino)-5-methoxypyridin-2-yl)acetamide FC(C)(F)C1=NC(=CC(=N1)NC1=CC(=NC=C1OC)NC(C)=O)C=1C=NN(C1)CCN1CCOCC1